N-[(2-Amino-3-pyridyl)sulfonyl]-6-[3-[2-(2-ethoxyethoxy)ethoxy]pyrazol-1-yl]-2-[(4S)-2,2,4-trimethylpyrrolidin-1-yl]pyridin-3-carboxamid NC1=NC=CC=C1S(=O)(=O)NC(=O)C=1C(=NC(=CC1)N1N=C(C=C1)OCCOCCOCC)N1C(C[C@@H](C1)C)(C)C